BrC1=CC=C(S1)C1=NC(=NC(=N1)C=1SC(=CC1)Br)C=1SC(=CC1)Br 2,4,6-tris(5-bromothien-2-yl)-1,3,5-triazine